tert-butyl 2-((2-chloropyrimidin-4-yl)amino)-1-fluoro-7-oxo-5,6,7,9,10,11-hexahydro-8H-pyrido[3',4':4,5]pyrrolo[2,3-f]isoquinoline-8-carboxylate ClC1=NC=CC(=N1)NC=1N=CC=2CCC3=C(C2C1F)NC1=C3C(N(CC1)C(=O)OC(C)(C)C)=O